[Bi](F)(F)F bismuth(III) fluoride